1-amino-5-(1,1-difluoropropyl)pyrrolidin-2-one NN1C(CCC1C(CC)(F)F)=O